NC1=NC2=CC=C(C=C2C=C1C)C(=O)N(C(C)C1=NC=CC=N1)CC1=NC=C(C=C1)C=1CCOCC1 2-amino-N-((5-(3,6-dihydro-2H-pyran-4-yl)pyridin-2-yl)methyl)-3-methyl-N-(1-(pyrimidin-2-yl)ethyl)quinoline-6-carboxamide